FC1=CC2=C(N(C(N=C2N2C[C@H](N(C[C@@H]2C)C(=O)OC(C)(C)C)C)=O)C=2C(=NC=CC2C)C(C)C)N=C1C1=C(C=CC=C1)F (2R,5S,M)-tert-Butyl 4-(6-fluoro-7-(2-fluorophenyl)-1-(2-isopropyl-4-methylpyridin-3-yl)-2-oxo-1,2-dihydropyrido[2,3-d]pyrimidin-4-yl)-2,5-dimethylpiperazine-1-carboxylate